C(#N)C=1C=NN2C1C(=CC(=C2)C=2C=NN(C2)C2CCOCC2)C=2C=CC(=NC2)NC(OC(C)(C)C)=O tert-Butyl (5-(3-cyano-6-(1-(tetrahydro-2H-pyran-4-yl)-1H-pyrazol-4-yl)-pyrazolo[1,5-a]pyridin-4-yl)pyridin-2-yl)carbamate